N[C@@H]1[C@H]([C@@H](N(C2=CC=CC=C12)C(C)=O)C1CC1)C ((2S,3R,4R)-4-amino-2-cyclopropyl-3-methyl-3,4-dihydroquinolin-1(2H)-yl)ethanone